NC1=C(C=C(C=C1)C1=CC(=CC=C1)C)O 4-amino-3'-methyl-[1,1'-biphenyl]-3-ol